bis(4-hydroxycarbonyl-3-phenylbenzyl)amine OC(=O)C1=C(C=C(CNCC2=CC(=C(C=C2)C(=O)O)C2=CC=CC=C2)C=C1)C1=CC=CC=C1